C(C)(C)C1=C(C=CC=C1)C1=C(C=CC(=N1)N)C(F)(F)F 6-(2-isopropylphenyl)-5-(trifluoromethyl)pyridin-2-amine